N[C@H](C(=O)NCCCC[C@@H](C(=O)OC(C)(C)C)NC(=O)N[C@H](C(=O)OC(C)(C)C)CCC(=O)OC(C)(C)C)CC1=C(C=CC=C1)C di-tert-butyl (2S)-2-({[(2S)-6-{[(2S)-2-amino-3-(2-methylphenyl)propanoyl]amino}-1-tert-butoxy-1-oxohexan-2-yl]carbamoyl}amino)pentanedioate